{5-[3-(2-Aminopyridin-4-yl)-1H-7-azaindazol-5-yl]-2-chloropyridin-3-yl}benzenesulfonamide NC1=NC=CC(=C1)C1=NNC2=NC=C(C=C12)C=1C=C(C(=NC1)Cl)C1=C(C=CC=C1)S(=O)(=O)N